[Si](C)(C)(C(C)(C)C)O[C@@H]1C[C@H](N2N=C(N=C21)C(=O)C2CC2)C2=CC=CC=C2 [trans-7-[tert-butyl(dimethyl)silyl]oxy-5-phenyl-6,7-dihydro-5H-pyrrolo[1,2-b][1,2,4]triazol-2-yl]-cyclopropyl-methanone